COC(=O)C1=CC2=C(NC(=N2)C=2C=C(C=C(C2)C2=NC3=C(N2)C=CC(=C3)C(=O)OC)P(O)(O)=O)C=C1 3,5-bis(5-methoxycarbonyl-1H-benzimidazol-2-yl)phenylphosphonic acid